Imidazol-4-amine dihydrochloride Cl.Cl.N1C=NC(=C1)N